OC1(CC1)C1=NN(C=N1)C1CC2(CN(C2)C(=O)N2CC3(C2)C[C@@H](CC3)CC3=NC=C(C=C3F)F)C1 [6-[3-(1-hydroxycyclopropyl)-1,2,4-triazol-1-yl]-2-azaspiro[3.3]heptan-2-yl]-[(6R)-6-[(3,5-difluoro-2-pyridyl)methyl]-2-azaspiro[3.4]octan-2-yl]methanone